ClC1=CC=C2C=NNC(C2=C1)=O 7-chloro-2H-phthalazin-1-one